(R)-6-amino-N-(5,8-difluoro-7-(piperazin-1-yl)chroman-3-yl)-2-methylthieno[2,3-d]thiazole-5-carboxamide NC1=C(SC=2N=C(SC21)C)C(=O)N[C@H]2COC1=C(C(=CC(=C1C2)F)N2CCNCC2)F